N1=CC(=C2OCCCN21)C2=CN1C(S2)=C(C=N1)C(=O)NC=1C(=NC=C(C1)NC(=O)C1CN(CC1)C(C)C)C 2-(6,7-dihydro-5H-pyrazolo[5,1-b][1,3]oxazin-3-yl)-N-(5-(1-isopropylpyrrolidine-3-carboxamido)-2-methylpyridin-3-yl)pyrazolo[5,1-b]thiazole-7-carboxamide